(S)-N-(5-(2-amino-[1,2,4]triazolo[1,5-a]pyridin-6-yl)-2-methylpyridin-3-yl)-3-(4-(trifluoromethyl)thiazole-2-yl)isoxazolidine-2-carboxamide NC1=NN2C(C=CC(=C2)C=2C=C(C(=NC2)C)NC(=O)N2OCC[C@H]2C=2SC=C(N2)C(F)(F)F)=N1